FC=1C=CC(=C(C(=O)Cl)C1)N1N=CC=N1 5-fluoro-2-(2H-1,2,3-triazole-2-yl)benzoyl chloride